N-(1-(7-(3-Aminoazetidin-1-Yl)-5,6,7,8-Tetrahydronaphthalen-2-Yl)-2-Oxo-1,2-Dihydropyrimidin-4-Yl)Piperazine-1-Carboxamide Hydrochloride Salt Cl.NC1CN(C1)C1CCC=2C=CC(=CC2C1)N1C(N=C(C=C1)NC(=O)N1CCNCC1)=O